Tri(tridecane-6,8-dione) iron [Fe].CCCCCC(CC(CCCCC)=O)=O.CCCCCC(CC(CCCCC)=O)=O.CCCCCC(CC(CCCCC)=O)=O